ClC1(OC(OC1(F)Cl)(C(C(C(F)(F)F)(F)F)(F)F)C(C(F)(F)F)(F)F)F 4,5-dichloro-4,5-difluoro-2-pentafluoroethyl-2-heptafluoropropyl-1,3-dioxolane